3-[1-(dimethylamino)-3-oxo-isoindolin-2-yl]piperidine-2,6-dione CN(C1N(C(C2=CC=CC=C12)=O)C1C(NC(CC1)=O)=O)C